(E)-7-[2,6-diisopropyl-4-(4-fluorophenyl)-5-pentyloxymethyl-pyrid-3-yl]-3,5-dihydroxy-hept-6-enoate C(C)(C)C1=NC(=C(C(=C1/C=C/C(CC(CC(=O)[O-])O)O)C1=CC=C(C=C1)F)COCCCCC)C(C)C